FC(C(=O)O)(F)F.COC1=CC=C(C=N1)N1CCNCC1 1-(6-methoxypyridin-3-yl)piperazine trifluoroacetate salt